(1R,2S)-1-(3,5-di-tert-butylphenyl)-2-(quinolin-2-yl)butan-1-amine C(C)(C)(C)C=1C=C(C=C(C1)C(C)(C)C)[C@@H]([C@H](CC)C1=NC2=CC=CC=C2C=C1)N